C(C)N(C(C1=C(C=CC(=C1)B1OC(C(O1)(C)C)(C)C)C)=O)CCO N-Ethyl-N-(2-hydroxyethyl)-2-methyl-5-(4,4,5,5-tetramethyl-1,3,2-dioxaborolan-2-yl)benzamide